Cl.NCCCCCCCCCCC(=O)OCC1=CC=CC=C1 Benzyl 11-aminoundecanoate hydrochloride